C(=O)(O)CCC(=O)C1=CC2=C(S1)C=C(C(=C2)OCCCOC=2C=C1CN(CC1=CC2OC)C(CC(C(=O)O)(C)C)=O)OC 4-(5-(3-((2-(3-carboxy-propanoyl)-6-methoxy-benzo[b]thiophen-5-yl)oxy)propoxy)-6-methoxyisoindolin-2-yl)-2,2-dimethyl-4-oxobutanoic acid